1-(2-Hydroxy-1-phenylethyl)-1H-pyrazole-4-carboxylic acid ethyl ester C(C)OC(=O)C=1C=NN(C1)C(CO)C1=CC=CC=C1